(R)-1-(1-(1-acetylazetidine-3-carbonyl)piperidin-3-yl)-3-((5-chloro-1H-indol-2-yl)methyl)-1-methylurea C(C)(=O)N1CC(C1)C(=O)N1C[C@@H](CCC1)N(C(=O)NCC=1NC2=CC=C(C=C2C1)Cl)C